2-amino-4'',5'-dichloro-N-(5-chloro-6-(2H-1,2,3-triazol-2-yl)pyridin-3-yl)-4-fluoro-[1,1':2',1''-terphenyl]-4'-carboxamide NC1=C(C=CC(=C1)F)C=1C(=CC(=C(C1)Cl)C(=O)NC=1C=NC(=C(C1)Cl)N1N=CC=N1)C1=CC=C(C=C1)Cl